C1(=NC=CC2=CC=NC=C12)SCC(=O)C1=CC=CS1 5-(2-((2,7-naphthyridin-1-yl)thio)acetyl)thiophen